4-(1,1-dioxo-4-oxo-1,2,5-thiadiazolidin-2-yl)-3-fluoro-5-((4-methoxybenzyl)oxy)benzaldehyde O=S1(N(CC(N1)=O)C1=C(C=C(C=O)C=C1OCC1=CC=C(C=C1)OC)F)=O